CC1=CC=CC=2N1N=C(C2)[C@@H]2N(CCC1=C2N=CN1)C(=O)C=1OC(=NN1)C1=NC=CC=C1 (R)-(4-(7-methylpyrazolo[1,5-a]pyridin-2-yl)-6,7-dihydro-1H-imidazo[4,5-c]pyridin-5(4H)-yl)(5-(pyridin-2-yl)-1,3,4-oxadiazol-2-yl)methanone